ClC1N(C=CC=N1)C1=CC=C(C=C1)C=1C=NN(C1)COCC[Si](C)(C)C 2-chloro-N-(4-(1-((2-(trimethylsilyl)ethoxy)methyl)-1H-pyrazol-4-yl)phenyl)pyrimidine